(+/-)-isopropyl (1S,3S)-3-((6-bromo-2-fluoropyridin-3-yl)oxy)cyclohexane-1-carboxylate BrC1=CC=C(C(=N1)F)O[C@@H]1C[C@H](CCC1)C(=O)OC(C)C |r|